N-(2,6-Dimethyl-4-morpholin-4-yl-phenyl)-2-thiophen-2-yl-acetamide CC1=C(C(=CC(=C1)N1CCOCC1)C)NC(CC=1SC=CC1)=O